O=C1NC(=C2C3=C1SC(=C3OCCC2)C=2C=NNC2)[C@@H](C)N2N=CC(=C2)C#N (R)-1-(1-(3-oxo-1-(1H-pyrazol-4-yl)-4,6,7,8-tetrahydro-3H-9-oxa-2-thia-4-azabenzo[cd]azulen-5-yl)ethyl)-1H-pyrazole-4-carbonitrile